(3S)-2-(2-(3-Acetyl-7-methyl-5-(2-methylpyrimidin-5-yl)-1H-indazol-1-yl)acetyl)-N-(6-bromo-3-methylpyridin-2-yl)-5-((dimethylamino)methyl)-2-azabicyclo[3.1.0]hexane-3-carboxamide C(C)(=O)C1=NN(C2=C(C=C(C=C12)C=1C=NC(=NC1)C)C)CC(=O)N1C2CC2(C[C@H]1C(=O)NC1=NC(=CC=C1C)Br)CN(C)C